N-[(2-aminoquinolin-7-yl)methyl]-N-(2-methanesulfonylpyridin-3-yl)-2-{[1-(trifluoromethyl)cyclopropyl]amino}acetamide NC1=NC2=CC(=CC=C2C=C1)CN(C(CNC1(CC1)C(F)(F)F)=O)C=1C(=NC=CC1)S(=O)(=O)C